ClC1=C(C=CC(=C1NC=1C(=C2C(N(C=NC2=CC1)C)=O)C)F)NS(=O)(=O)N1C[C@H]([C@H](C1)F)F (cis)-N-(2-chloro-3-((3,5-dimethyl-4-oxo-3,4-dihydroquinazolin-6-yl)amino)-4-fluorophenyl)-3,4-difluoropyrrolidine-1-sulfonamide